OCCOCCNC(OC(C)(C)C)=O tert-Butyl 2-(2-hydroxyethoxy)ethylcarbamate